C(C)(C)(C)OC(=O)N1CC2=C(CC1C)NN[C@]2(C(=O)O)CC (R)-3-ethyl-6-methyl-6,7-dihydro-2H-pyrazolo[4,3-c]Pyridine-3,5(4H)-dicarboxylic acid 5-tert-butyl ester